BrC1=CC=2C(C3=CC(=CC=C3C2C=C1)Br)(C1=CC=C(C=C1)OCCI)C1=CC=C(C=C1)OCCI 2,7-dibromo-9,9-bis(4-(2-iodoethoxy)phenyl)-9H-fluorene